[K].O=C[C@H](O)[C@@H](O)[C@H](O)[C@H](O)CO D-glucose potassium salt